CC(C)(C)[O-] t-butoxid